ClC=1C=C2C(CN(CC2=C(C1)Cl)C)C1=CC=C(C=C1)S(=O)(=O)NCCCS(=O)(=O)O 3-(4-(6,8-dichloro-2-methyl-1,2,3,4-tetrahydroisoquinolin-4-yl)phenylsulfonamido)propane-1-sulfonic acid